2-(1H-imidazol-1-yl)-5-methyl-8-((6-(2-(pyrrolidin-1-yl)ethoxy)pyridin-3-yl)amino)pyrido[3,2-d]pyrimidin-6(5H)-one N1(C=NC=C1)C=1N=CC2=C(N1)C(=CC(N2C)=O)NC=2C=NC(=CC2)OCCN2CCCC2